ClC1=C(C=CC(=C1F)B1OC(C(O1)(C)C)(C)C)C=1C=NN(C1C)CCOC 4-[2-chloro-3-fluoro-4-(4,4,5,5-tetramethyl-1,3,2-dioxaborolan-2-yl)phenyl]-1-(2-methoxyethyl)-5-methyl-pyrazole